[Co]=O.[Al].[Cr] chromium aluminum cobalt oxide